C1(CC1)C1=CC=C2C(=N1)C(=NN2)I 5-cyclopropyl-3-iodo-1H-pyrazolo[4,3-b]Pyridine